5-bromo-2-methoxypyridine-3-carboxylic acid BrC=1C=C(C(=NC1)OC)C(=O)O